5-ethyl-2-methoxy-3-(2-methyl-2H-1,2,3-triazol-4-yl)aniline C(C)C=1C=C(C(=C(N)C1)OC)C1=NN(N=C1)C